CC1=C(C(=CC=C1)C)N1C[C@@H](CC1)N1C(N(C=2C(=NC=CC21)OCCO)CC2=C(C=CC=C2)C(F)(F)F)=O 1-[(R)-1-(2,6-dimethyl-phenyl)-pyrrolidin-3-yl]-4-(2-hydroxy-ethoxy)-3-(2-trifluoromethyl-benzyl)-1,3-dihydro-imidazo[4,5-c]pyridin-2-one